Br[SiH](CCCC#N)C 4-[bromo(methyl)silyl]butanenitrile